O=C1NC(CCC1NC(=O)C1=NC(=CC=C1)CN1C(CCC1)=O)=O N-(2,6-dioxopiperidin-3-yl)-6-(2-oxopyrrolidin-1-yl)methylpyridinecarboxamide